(R)-3-(3,4-difluoro-phenyl)-N-(2-hydroxy-1-naphthalen-2-yl-ethyl)-acrylamide FC=1C=C(C=CC1F)C=CC(=O)N[C@@H](CO)C1=CC2=CC=CC=C2C=C1